2-(4-bromophenyl)-4,5,6,7-tetrahydro-3H-imidazo[4,5-c]Pyridine BrC1=CC=C(C=C1)C1=NC2=C(CNCC2)N1